FC(COC=1C=C(C(C(N1)C1=CC2=CN(N=C2C=C1)C)=O)C1=CC=C(C=C1)OC(F)F)F 6-(2,2-difluoroethoxy)-4-(4-(difluoromethoxy)phenyl)-2-(2-methyl-2H-indazol-5-yl)-3-oxo-2,3-dihydropyridine